ClC=1C=C(C=2N(C1)C=CN2)N2CC1CCC(C2)O1 3-[6-chloroimidazo[1,2-a]pyridin-8-yl]-8-oxa-3-azabicyclo[3.2.1]octane